1-ethylimidazole bis(trifluoromethanesulfonyl)imide salt [N-](S(=O)(=O)C(F)(F)F)S(=O)(=O)C(F)(F)F.C(C)N1C=NC=C1